BrC=1C=C2C3=C(C=C(OC3=CC=C2)C2=CC=C(C=C2)OC)C1 5-bromo-2-(4-methoxyphenyl)benzo[de]chromene